CN1N=CC(=C1)CN1C(NC2=C(C1=O)C=C(S2)S(=O)(=O)Cl)=O 3-((1-methyl-1H-pyrazol-4-yl)methyl)-2,4-dioxo-1,2,3,4-tetrahydrothieno[2,3-d]Pyrimidine-6-sulfonyl chloride